N1(C(CCC1)=O)C(=O)OC(C)(C)C t-butyl 1-pyrrolidonecarboxylate